BrC1=CC(=C(C(=C1)C)NC([O-])=O)C (4-Bromo-2,6-xylyl)carbamate